5-(hydroxymethyl)-2-isopropoxy-benzonitrile OCC=1C=CC(=C(C#N)C1)OC(C)C